5-chloro-1-iodoimidazo[1,5-a]pyridine-7-sulfonyl chloride ClC1=CC(=CC=2N1C=NC2I)S(=O)(=O)Cl